NC1=NC(=CC(=N1)N1CCC2(C[C@H](NC2)C(=O)OCC)CC1)O[C@@H](C(F)(F)F)C1=C(C=C(C=C1)Cl)C1=CC=CC=C1 (S)-ethyl 8-(2-amino-6-((R)-1-(5-chloro-[1,1'-biphenyl]-2-yl)-2,2,2-trifluoroethoxy) pyrimidin-4-yl)-2,8-diazaspiro[4.5]decane-3-carboxylate